C1(CC1)COC1=C(N=CC(=N1)C(=O)NC(C(=O)OCCCF)(CC)CC)N1CC(C1)OC 3-fluoropropyl 2-{[6-(cyclopropylmethoxy)-5-(3-methoxyazetidin-1-yl) pyrazine-2-carbonyl]amino}-2-ethylbutanoate